4-acetamido-5-chloro-2,3-dihydrobenzofuran-7-carboxylic acid C(C)(=O)NC1=C(C=C(C2=C1CCO2)C(=O)O)Cl